C(#N)C(C(=O)OCC(C)(C)COC(C(=C(C1=CC=CC=C1)C1=CC=CC=C1)C#N)=O)=C(C1=CC=CC=C1)C1=CC=CC=C1 2,2-bis[[(2-cyano-3,3-diphenylacryloyl)oxy]methyl]propane